NCC1=CC(=C(C(=C1)C)NC(=O)C1=CC2=C(OCCC3=C2SC=C3)C=C1C=1C(=NC(=CC1)C(NCC1=C(C(=CC=C1)Cl)F)=O)C(=O)O)C 3-(9-((4-(aminomethyl)-2,6-dimethylphenyl)carbamoyl)-4,5-dihydrobenzo[b]thieno[2,3-d]oxepin-8-yl)-6-((3-chloro-2-fluorobenzyl)carbamoyl)picolinic acid